2-[2-[4-[(3S)-3-(5-cyano-3-pyridinyl)isoxazolidine-2-carbonyl]-4-methyl-1-piperidinyl]-5-fluoro-pyrimidin-4-yl]oxyacetic acid ethyl ester C(C)OC(COC1=NC(=NC=C1F)N1CCC(CC1)(C)C(=O)N1OCC[C@H]1C=1C=NC=C(C1)C#N)=O